Benzylidenemalonat C(C1=CC=CC=C1)=C(C(=O)[O-])C(=O)[O-]